ClC=1C=C2C(N(C(=NC2=C(C1)C1=C(C=C(C=C1)C(F)(F)F)F)C)C)=O 6-chloro-8-(2-fluoro-4-(trifluoromethyl)phenyl)-2,3-dimethylquinazolin-4(3H)-one